C[C@H]1CC[C@H](CC2=C1CC[C@@H]2C)C(=C)C α-GUAIENE